1-(8-(5-methoxy-2-(3-methyl-1H-pyrazol-4-yl)pyrido[3,4-d]pyrimidin-4-yl)-2,8-diazaspiro[4.5]decan-2-yl)-2-methylpropan-2-ol COC1=CN=CC=2N=C(N=C(C21)N2CCC1(CCN(C1)CC(C)(O)C)CC2)C=2C(=NNC2)C